NC1=C(C(=CC=C1)Br)NC/C=C/CNC(OC(C)(C)C)=O tert-butyl (E)-(4-((2-amino-6-bromophenyl)amino)but-2-en-1-yl)carbamate